3-(methoxymethylene)-8-oxabicyclo[3.2.1]octane COC=C1CC2CCC(C1)O2